C(C)C1(CCN(CC1)C(CC[C@@H](C)[C@H]1CC[C@H]2[C@@H]3CC[C@H]4C[C@H](CC[C@@]4([C@H]3CC[C@]12C)C)O)=O)O (R)-1-(4-ethyl-4-hydroxypiperidin-1-yl)-4-((3S,5S,8R,9S,10S,13R,14S,17R)-3-hydroxy-10,13-dimethylhexadecahydro-1H-cyclopenta[a]phenanthren-17-yl)pentan-1-one